benzyl (2S)-2-(cyanomethyl)-4-[8-cyano-7-(8-methyl-1-naphthyl)-2-[[(2S)-1-methylpyrrolidin-2-yl]methoxy]pyrido[4,3-d]pyrimidin-4-yl]piperazine-1-carboxylate C(#N)C[C@@H]1N(CCN(C1)C=1C2=C(N=C(N1)OC[C@H]1N(CCC1)C)C(=C(N=C2)C2=CC=CC1=CC=CC(=C21)C)C#N)C(=O)OCC2=CC=CC=C2